ethyl 4-(2-bromo-3-methoxyphenoxy)butyrate BrC1=C(OCCCC(=O)OCC)C=CC=C1OC